[5-(difluoromethyl)-1,3,4-oxadiazol-2-yl]-6-fluoro-N-[1-(fluoromethyl)cyclopropyl]-1-methyl-2-oxo-benzimidazole-5-sulfonamide FC(C1=NN=C(O1)C1=C(C(=CC=2N(C(NC21)=O)C)F)S(=O)(=O)NC2(CC2)CF)F